[O-2].[Tb+3].[O-2].[O-2].[Tb+3] terbium(III) oxide